6-methoxy-N-(1-methyl-2-oxo-1,2-dihydropyridin-3-yl)-2-((1r,4r)-4-(2-oxopyrrolidin-1-yl)cyclohexyl)-2H-indazole COC1=CC=C2CN(N(C2=C1)C=1C(N(C=CC1)C)=O)C1CCC(CC1)N1C(CCC1)=O